CN1C(=NC2=C1C=CC=C2C(=O)NC2CCC(CC2)NC2=CC=CC=1N2C=C(N1)C(F)(F)F)C 1,2-dimethyl-N-[(1s,4s)-4-{[2-(trifluoromethyl)imidazo[1,2-a]pyridin-5-yl]amino}cyclohexyl]-1H-1,3-benzodiazole-4-carboxamide